Oxazolo[4,5-c]Pyridine-3(2H)-carboxylic acid tert-butyl ester C(C)(C)(C)OC(=O)N1COC2=C1C=NC=C2